COC=1C=C2CCN(CC2=CC1NC1=NC=C2C(=N1)N(N=C2)[C@@H]2C[C@H](CCC2)C(=O)OC)C |r| methyl rac-(1S,3S)-3-(6-((6-methoxy-2-methyl-1,2,3,4-tetrahydroisoquinolin-7-yl)amino)-1H-pyrazolo[3,4-d]pyrimidin-1-yl)cyclohexane-1-carboxylate